7-[1-(1-Cyano-4-piperidyl)-5-methyl-triazol-4-yl]-5-[1-[5-(difluoromethyl)-3-pyridyl]ethoxy]imidazo[1,2-a]pyridine-3-carbonitrile C(#N)N1CCC(CC1)N1N=NC(=C1C)C1=CC=2N(C(=C1)OC(C)C=1C=NC=C(C1)C(F)F)C(=CN2)C#N